diisopropyl-3,8-diazabicyclo[3.2.1]octane-8-carboxamide C(C)(C)C12CNCC(CC1)(N2C(=O)N)C(C)C